methyl 3-chloro-5-methoxypyrazine-2-carboxylate ClC=1C(=NC=C(N1)OC)C(=O)OC